Cl[Ni]Cl The molecule is a compound of nickel and chloride in which the ratio of nickel (in the +2 oxidation state) to chloride is 1:2. It has a role as a calcium channel blocker and a hapten.